C(C)(C)(C)OC(=O)N[C@H](C(=O)OCC1=CC=CC=C1)CCCO benzyl (2S)-2-{[(tert-butoxy)carbonyl]amino}-5-hydroxypentanoate